C(C)(=O)N1CCC(CC1)NC=1C=CC2=C(C(N(C3CC2C3)C[C@H](CN3CC2=CC=CC=C2CC3)O)=O)C1 (S)-8-((1-acetylpiperidin-4-yl)amino)-2-(3-(3,4-dihydroisoquinolin-2(1H)-yl)-2-hydroxypropyl)-2,3,4,5-tetrahydro-1H-3,5-methanobenzo[c]azepin-1-one